C1=CC=CC=2C3=CC=CC=C3C(C12)COC(N[C@H](C(N[C@H](C(NCOCC(=O)O)=O)C)=O)C)=O (5S,8S)-1-(9H-fluoren-9-yl)-5,8-dimethyl-3,6,9-trioxo-2,12-dioxa-4,7,10-triazatetradecane-14-oic acid